[Co].[Fe].[Ni] nickel-iron-cobalt salt